C1NCCCC12CNCCC2 2,8-diazaspiro[5.5]undecan